S1C(=NC2=C1C=CC=C2)C2=C(C(=CC(=C2N2N=CC(=C2)F)OC)OC2=C(C=C(C=C2)OC)C=2SC1=C(N2)C=CC=C1)O (benzo[d]thiazole-2-yl)-6-(2-(benzo[d]thiazole-2-yl)-4-methoxyphenoxy)-3-(4-fluoro-1H-pyrazol-1-yl)-4-methoxyphenol